[Na].BrC=1C=CC(=NC1)S(=O)(=O)N 5-bromo-2-pyridinyl-sulfonamide sodium salt